[Si](C)(C)(C(C)(C)C)OCCCC[C@@H](C)OC1=C(C=CC(=C1F)C)S(=O)(=O)N1[C@@H](CCC1)C(=O)OC Methyl ((2-(((R)-6-((tert-butyldimethylsilyl)oxy)hexan-2-yl)oxy)-3-fluoro-4-methylphenyl)sulfonyl)-L-prolinate